2-methylpropane-2-yl 4-hydroxypiperidin-1-carboxylate OC1CCN(CC1)C(=O)OC(C)(C)C